1-(4-((1-hydroxy-2-methylpropan-2-yl)oxy)-3-methylphenyl)-3-(4-isopropyl-2-(p-tolyl)thiazol-5-yl)propan-1-one OCC(C)(C)OC1=C(C=C(C=C1)C(CCC1=C(N=C(S1)C1=CC=C(C=C1)C)C(C)C)=O)C